Cl.C1(=CC=CC=C1)COC1C(N(CCC1)[C@H]1CNCC(C1)(F)F)=O (3'R)-3-(phenylmethoxy)-5',5'-difluoro[1,3'-bipiperidin]-2-one hydrochloride